1-propanamine hydrochloride Cl.C(CC)N